NC1=NC=CC=C1C1=NC=2C(=NC(=CC2)N2N=CC=C2)N1C=1C=C2CC[C@@H](C2=CC1)NC(C1=C(C=C(C(=C1)C=O)O)O)=O (S)-N-(5-(2-(2-aminopyridin-3-yl)-5-(1H-pyrazol-1-yl)-3H-imidazo[4,5-b]pyridin-3-yl)-2,3-dihydro-1H-inden-1-yl)-5-formyl-2,4-dihydroxybenzamide